5-((7-Methyl-6-azaspiro[3.4]octan-6-yl)sulfonyl)-1,3-dihydro-2H-benzo[d]imidazol-2-one CC1N(CC2(CCC2)C1)S(=O)(=O)C1=CC2=C(NC(N2)=O)C=C1